C(CCC\C=C/C\C=C/C\C=C/C\C=C/CCCCC)OC(CO)CO 2-Arachidonylglycerol